tert-butyl (2-(6-hydroxypyridin-2-yl)ethyl)carbamate OC1=CC=CC(=N1)CCNC(OC(C)(C)C)=O